COC(=O)C=1C=CC=2C3=C(C(=NC2C1)OCCOCCCCNC(=O)OC(C)(C)C)N=C(N=C3)SC.BrC=3C=C(C(=NC3)N3C(CCC3)=O)Cl 1-(5-bromo-3-chloropyridin-2-yl)pyrrolidin-2-one Methyl-5-(2-(4-((tert-butoxycarbonyl)amino)butoxy)ethoxy)-3-(methylthio)pyrimido[4,5-c]quinoline-8-carboxylate